3-dimethylaminomethylen-2-oxo-2,3-dihydro-1H-indole CN(C)C=C1C(NC2=CC=CC=C12)=O